FC(C1=NN=C(O1)C=1C=CC(=NC1)CN1C(N(C2=C1C=CC(=C2)C=2C=NC=CC2)C2CCN(CC2)C)=O)F 1-((5-(5-(difluoromethyl)-1,3,4-oxadiazole-2-yl)pyridine-2-yl)methyl)-3-(1-methylpiperidine-4-yl)-5-(pyridine-3-yl)-1,3-dihydro-2H-benzo[d]imidazole-2-one